3-(5-amino-2-((2,6-difluorophenyl)(hydroxy)methyl)-[1,2,4]Triazolo[1,5-c]Pyrimidin-7-yl)-2-fluorobenzonitrile NC1=NC(=CC=2N1N=C(N2)C(O)C2=C(C=CC=C2F)F)C=2C(=C(C#N)C=CC2)F